BrC=1N=C2C(=NC1)N(N=C2)COCC[Si](C)(C)C 5-bromo-1-((2-(trimethylsilyl)ethoxy)methyl)-1H-pyrazolo[3,4-b]pyrazine